8-acetyl-3,6-dimethyl-2-(pyridin-4-yl)quinazolin-4(3H)-one C(C)(=O)C=1C=C(C=C2C(N(C(=NC12)C1=CC=NC=C1)C)=O)C